racemic-tert-butyl 3-(7-(thiazol-2-yl)-4-(2,2,2-trifluoro-1-hydroxyethyl)benzo[d]oxazol-2-yl)-3,6-diazabicyclo[3.1.1]heptane-6-carboxylate S1C(=NC=C1)C1=CC=C(C=2N=C(OC21)N2CC1N(C(C2)C1)C(=O)OC(C)(C)C)C(C(F)(F)F)O